N-hydroxymorpholine ON1CCOCC1